CC#CC=CCC methyl-3-hexene-1-yne